tert-Butyl 2-(5-amino-1H-indazol-3-yl)-1H-pyrrole-1-carboxylate NC=1C=C2C(=NNC2=CC1)C=1N(C=CC1)C(=O)OC(C)(C)C